2-(2-isopropylphenyl)-9-(4-(6-morpholinopyrimidin-4-yl)benzyl)-7,9-dihydro-8H-purin-8-one C(C)(C)C1=C(C=CC=C1)C1=NC=C2NC(N(C2=N1)CC1=CC=C(C=C1)C1=NC=NC(=C1)N1CCOCC1)=O